4-chloro-1-cyclobutyl-3-iodo-1H-pyrazolo[3,4-d]pyrimidin-6-amine ClC1=C2C(=NC(=N1)N)N(N=C2I)C2CCC2